(2-ethyl-4-isopropyl-7-oxofuro[2,3-d]pyridazin-6(7H)-yl)-N-(5-fluoropyrimidin-2-yl)acetamide ethyl-(S)-3-(5-(3-chlorophenyl)thiophen-2-yl)-3-((R)-4-methylphenylsulfinamido)propanoate C(C)OC(C[C@H](N[S@](=O)C1=CC=C(C=C1)C)C=1SC(=CC1)C1=CC(=CC=C1)Cl)=O.C(C)C1=CC2=C(C(N(N=C2C(C)C)CC(=O)NC2=NC=C(C=N2)F)=O)O1